R-pipecolinic acid N1[C@H](CCCC1)C(=O)O